CC(C)CCCCCCCCC(=O)O The molecule is a methyl-branched fatty acid that is undecanoic acid substituted by a methyl group at position 10. It is a branched-chain saturated fatty acid, a methyl-branched fatty acid and a medium-chain fatty acid. It derives from an undecanoic acid.